CCCCC[C@@H](/C=C/[C@H]1[C@@H](C[C@@H]([C@@H]1C/C=C\\CCCCN(C)C)O)O)O The molecule is a member of the class of prostaglandins Falpha that is the dimethylamine derivative of prostaglandin F2alpha. It has a role as a metabolite. It is a prostaglandins Falpha and a tertiary amine. It derives from a prostaglandin F2alpha and a dimethylamine.